OC1=NOC(=C1)C(=O)N1CC2(CCC2)[C@H](C1)C1=CC=CC=C1 (R)-(3-hydroxyisoxazol-5-yl)(8-phenyl-6-azaspiro[3.4]octan-6-yl)methanone